ClC1=C(C(=CC=C1)C#C)N1C(NC(C2=CC=C(C=C12)C(F)(F)F)=O)=O 1-(2-chloro-6-ethynylphenyl)-7-(trifluoromethyl)quinazoline-2,4(1H,3H)-dione